(±)-tert-butyl 3-(((2-(trifluoromethyl)phenyl)amino)methyl)pyrrolidine-1-carboxylate FC(C1=C(C=CC=C1)NC[C@@H]1CN(CC1)C(=O)OC(C)(C)C)(F)F |r|